BrC=1C=C(C=CC1)[C@@H](C)NC1=NC(=NC2=CC(=C(C=C12)OC)OCCCCN1CCN(CC1)C(COC=1C=C2CN(C(C2=CC1F)=O)C1C(NC(CC1)=O)=O)=O)C 3-(5-(2-(4-(4-((4-(((R)-1-(3-bromophenyl)ethyl)amino)-6-methoxy-2-methylquinazolin-7-yl)oxy)butyl)piperazin-1-yl)-2-oxoethoxy)-6-fluoro-1-oxoisoindolin-2-yl)-piperidine-2,6-dione